4-(3-aminophenyl)-2-phenylphthalazin-1(2H)-one NC=1C=C(C=CC1)C1=NN(C(C2=CC=CC=C12)=O)C1=CC=CC=C1